C(C)(C)(C)C(CCC)OC(=O)N1C[C@]([C@H](C1)S(=O)(=O)C1=CC=C(C=C1)Cl)(CO)O (3R,4S)-4-((4-chlorophenyl)sulfonyl)-3-hydroxy-3-(hydroxymethyl)pyrrolidine-1-carboxylic acid tert-butylButyl ester